[Br-].CC=1NC=CC1 methyl-pyrrole bromide salt